6-(5-(((1r,2r,3s,5s)-2-fluoro-1,5-dimethyl-8-azabicyclo[3.2.1]oct-3-yl)oxy)pyrazin-2-yl)isoquinolin-7-ol F[C@@H]1[C@]2(CC[C@@](C[C@@H]1OC=1N=CC(=NC1)C=1C=C3C=CN=CC3=CC1O)(N2)C)C